OCCN1C(=NC(=C1)C(F)(F)F)C1=CC=C(CN2C3=NC(=NC=C3N(C2=O)C)C2=C(C=CC=C2)C(C)C)C=C1 9-(4-(1-(2-hydroxyethyl)-4-(trifluoromethyl)-1H-imidazol-2-yl)benzyl)-2-(2-isopropylphenyl)-7-methyl-7,9-dihydro-8H-purin-8-one